ClC=1C=C2CCN(CC2=CC1)C 6-chloro-2-methyl-1,2,3,4-tetrahydroisoquinoline